6-(cyclopropylmethoxy)-N-[3-({[2-fluoro(2,2-dideuterio)ethyl]oxy}methyl)pentan-3-yl]-5-(pyrrolidin-1-yl)pyridine-2-carboxamide C1(CC1)COC1=C(C=CC(=N1)C(=O)NC(CC)(CC)COCC([2H])([2H])F)N1CCCC1